C(C1=CC=CC=C1)OCCOCC1CCN(CC1)C1=CC(=NC=C1)Br 4-(4-{[2-(benzyloxy)ethoxy]methyl}piperidin-1-yl)-2-bromopyridine